2-{3-[3-(2-hydroxypropan-2-yl)piperazin-1-yl]-1,2,4-triazin-6-yl}-5-(1H-pyrazol-4-yl)phenol OC(C)(C)C1CN(CCN1)C=1N=NC(=CN1)C1=C(C=C(C=C1)C=1C=NNC1)O